2-thia-1-azabicyclo[3.1.0]hexane 2,2-dioxide N12S(CCC2C1)(=O)=O